tert-butyl 9-(5-bromo-1,4-dimethyl-6-oxo-1,6-dihydropyrimidin-2-yl)-1-((tert-butoxycarbonyl) amino)-3,9-diazaspiro[5.5]undecane-3-carboxylate BrC1=C(N=C(N(C1=O)C)N1CCC2(CCN(CC2NC(=O)OC(C)(C)C)C(=O)OC(C)(C)C)CC1)C